bromo-tris(pyrrolidinyl)phosphonium bromide [Br-].Br[P+](N1CCCC1)(N1CCCC1)N1CCCC1